C1=CC=C2C(=C1)C(=O)C=C(N2)C(=O)O The molecule is a quinolinemonocarboxylic acid that is quinoline-2-carboxylic acid substituted by a hydroxy group at C-4. It has a role as a G-protein-coupled receptor agonist, a NMDA receptor antagonist, a nicotinic antagonist, a neuroprotective agent, a human metabolite and a Saccharomyces cerevisiae metabolite. It is a monohydroxyquinoline and a quinolinemonocarboxylic acid. It is a conjugate acid of a kynurenate.